[Mg+2].C([O-])([O-])=O.[K+] potassium carbonate, magnesium salt